4-chloro-3-(4,4-difluoro-2,2-dimethyl-pyrrolidin-1-yl)-1-(p-tolylsulfonyl)indazole ClC1=C2C(=NN(C2=CC=C1)S(=O)(=O)C1=CC=C(C=C1)C)N1C(CC(C1)(F)F)(C)C